BrC=1C(=CC(=NC1)OC)C=O 5-bromo-2-methoxypyridine-4-carbaldehyde